N-methyl-2-(1-phenyl-1H-pyrazol-4-yl)-N-[1-(propan-2-yl)piperidin-4-yl]-1,3-thiazole-4-carboxamide CN(C(=O)C=1N=C(SC1)C=1C=NN(C1)C1=CC=CC=C1)C1CCN(CC1)C(C)C